trans-2-phenylvinyl-boric acid C1(=CC=CC=C1)/C=C/OB(O)O